diethyl(methyl)(2-methylpropyl)phosphonium C(C)[P+](CC(C)C)(C)CC